methyl 1-(2-nitrophenyl)-1H-pyrrole-2-carboxylate [N+](=O)([O-])C1=C(C=CC=C1)N1C(=CC=C1)C(=O)OC